5-ureidotetrahydro-2H-pyran-2-carboxylic acid N(C(=O)N)C1CCC(OC1)C(=O)O